C(C(C)(C)C)(=O)N[C@H](C(=O)O)CCCCCCCC1=NC=2NCCCC2C=C1 (S)-2-pivaloylamino-9-(5,6,7,8-tetrahydro-1,8-naphthyridin-2-yl)nonanoic acid